FC(C(=O)O)(F)F.O=C([C@H](C)NC(=O)[C@@H]1NCC[C@@H](C1)C1=CC=CC=C1)NCC1=CC=C(C=C1)C1=NOC(N1)=O (2R,4S)-N-((S)-1-oxo-1-((4-(5-oxo-4,5-dihydro-1,2,4-oxadiazol-3-yl)benzyl)amino)propan-2-yl)-4-phenylpiperidine-2-carboxamide trifluoroacetate salt